CC=1C=C(C=CC1O)C(C)(CC)C1=CC(=C(C=C1)O)C 2,2-bis(3-methyl-4-hydroxyphenyl)butane